5-amino-N-(3-(7-chloro-3-(2,2,2-trifluoroethyl)pyrazolo[1,5-a]pyridin-2-yl)prop-2-yn-1-yl)-1-ethyl-1H-pyrazole-4-carboxamide NC1=C(C=NN1CC)C(=O)NCC#CC1=NN2C(C=CC=C2Cl)=C1CC(F)(F)F